5-mercapto-1,3,4-oxadiazol SC1=NN=CO1